O1CNC(C1)=O 4-oxazolidinone